6-cyclopropaneamido-4-({5-cyclopropaneamido-3'-methoxy-[2,4'-bipyridine]-2'-yl}amino)-N-(2H3)methylpyridine-3-carboxamide C1(CC1)C(=O)NC1=CC(=C(C=N1)C(=O)NC([2H])([2H])[2H])NC1=NC=CC(=C1OC)C1=NC=C(C=C1)NC(=O)C1CC1